BrC=1C=C(C=C2C([C@@H](COC12)CC1CCC(CC1)NC(OC(C)(C)C)=O)=O)C tert-butyl 4-(((R)-8-bromo-3,4-dihydro-6-methyl-4-oxo-2H-chromen-3-yl)methyl)cyclohexylcarbamate